3-(4-((1-((1-(4-aminophenyl)piperidin-4-yl)methyl)piperidin-4-yl)oxy)phenyl)piperidine-2,6-dione NC1=CC=C(C=C1)N1CCC(CC1)CN1CCC(CC1)OC1=CC=C(C=C1)C1C(NC(CC1)=O)=O